methyl 3-amino-5-methyl-6-(3-methylimidazo[4,5-c]pyridin-7-yl)pyrazine-2-carboxylate NC=1C(=NC(=C(N1)C)C=1C2=C(C=NC1)N(C=N2)C)C(=O)OC